CC=1C=C(C=C(C1)C)C1=C(C(=NC(=C1N1C2=C(C3=CC=CC=C13)C=CN=C2)N2C1=CC=C(C=C1C=1C=C(C=CC21)C2=CC=CC=C2)C2=CC=CC=C2)N2C1=C(C3=CC=CC=C23)C=CN=C1)N1C2=C(C3=CC=CC=C13)C=CN=C2 9,9',9''-(4-(3,5-dimethylphenyl)-6-(3,6-diphenyl-9H-carbazol-9-yl)pyridine-2,3,5-triyl)tris(9H-pyrido[3,4-b]indole)